NC1=NC=C(C=N1)B(O)O 2-AMINOPYRIMIDINE-5-BORONIC ACID